C1(CCC1)N1CCS(C2=C(C1=O)SC(=C2)C2=NC(=NC=C2C(F)(F)F)NC=2C=C1CCN(CC1=CC2C2CC2)CC)(=O)=O 4-cyclobutyl-7-(2-((7-cyclopropyl-2-ethyl-1,2,3,4-tetrahydroisoquinolin-6-yl)amino)-5-(trifluoromethyl)pyrimidin-4-yl)-3,4-dihydrothieno[2,3-f][1,4]thiazepin-5(2H)-one 1,1-dioxide